[Pb].[Nb].[Mg] magnesium niobium lead